methyl 6-((4-(2-(pyridin-3-yl) acetamido) phenyl) ethynyl)-[1,1'-biphenyl]-2-carboxylate N1=CC(=CC=C1)CC(=O)NC1=CC=C(C=C1)C#CC=1C=CC=C(C1C1=CC=CC=C1)C(=O)OC